7-(1'-(4-(2-(2,6-dioxopiperidin-3-yl)-1-oxoisoindolin-5-yl)piperazine-1-carbonyl)-[1,4'-bipiperidin]-4-yl)-2-(4-phenoxyphenyl)-4,5,6,7-tetrahydropyrazolo[1,5-a]pyrimidine-3-carboxamide O=C1NC(CCC1N1C(C2=CC=C(C=C2C1)N1CCN(CC1)C(=O)N1CCC(CC1)N1CCC(CC1)C1CCNC=2N1N=C(C2C(=O)N)C2=CC=C(C=C2)OC2=CC=CC=C2)=O)=O